4-((3-fluoro-4-methoxybenzyl)(2-(2-(oxetan-3-yl)-6,8-dioxa-2-azaspiro[3.5]nonan-7-yl)ethyl)amino)benzonitrile FC=1C=C(CN(C2=CC=C(C#N)C=C2)CCC2OCC3(CN(C3)C3COC3)CO2)C=CC1OC